N-[1-[2-[4-[(4-acetylpiperazin-1-yl)methyl]-1-piperidyl]-2-oxo-ethyl]-3-[2-(difluoromethoxy)-5-isopropylsulfanyl-phenyl]pyrazol-4-yl]pyrazolo[1,5-a]pyrimidine-3-carboxamide C(C)(=O)N1CCN(CC1)CC1CCN(CC1)C(CN1N=C(C(=C1)NC(=O)C=1C=NN2C1N=CC=C2)C2=C(C=CC(=C2)SC(C)C)OC(F)F)=O